2-(3-isopropyl-2-(2-methylpyridin-4-yl)-1H-indol-5-yl)-5-((4-methylpiperazin-1-yl)methyl)-1,3,4-oxadiazole C(C)(C)C1=C(NC2=CC=C(C=C12)C=1OC(=NN1)CN1CCN(CC1)C)C1=CC(=NC=C1)C